[Ru].C(C)(C)C1=C(C(=CC=C1)C(C)C)C1(C(C(=CC=C1)C1=C(C=CC=C1C(C)C)C(C)C)=C1NCCN1)C=C1C(CCC(C1)(Cl)Cl)P(C1CCCCC1)C1CCCCC1 1,3-bis-(2,6-diisopropylphenyl)-2-(imidazolidinylidene)(phenylmethylene)dichloro(tricyclohexyl-phosphine) ruthenium